FC(CCCN1N=C(C=C1C=1N=CNC1)C)F 1-(4,4-difluorobutyl)-5-(1H-imidazol-4-yl)-3-methyl-1H-pyrazole